2-[1-(3,3-dimethyl-1-cyclopenten-1-yl) ethoxy]-2-methylpropyl butyrate C(CCC)(=O)OCC(C)(C)OC(C)C1=CC(CC1)(C)C